CC(N)(C)C(=O)N[C@H](COCC1=CC=CC=C1)C(=O)NC=1N=CN(C1)[C@@H](C(=O)N1CCC(CC1)C)C1=CC=C(C=C1)OC 2-Methylalanyl-N-[1-[1(R)-(4-methoxyphenyl)-2-(4-methyl-1-piperidinyl)-2-oxoethyl]-1H-imidazol-4-yl]-O-benzyl-D-serinamide